(Z)-1-(((1r,4r)-4-aminocyclohexyl)methyl)-N-benzyl-3-((3,5-dimethyl-1H-pyrrol-2-yl)methylene)-5-fluoro-2-oxoindoline-6-carboxamide hydrochloride Cl.NC1CCC(CC1)CN1C(\C(\C2=CC(=C(C=C12)C(=O)NCC1=CC=CC=C1)F)=C/C=1NC(=CC1C)C)=O